N-(pentan-2-yl)hexane-1,6-diamine CC(CCC)NCCCCCCN